C(C)(C)(C)C1N2C(C3=CC4=C(C=C3C1)OCC(CO4)OCCOC)=CC(C(=C2)C(=O)O)=O 6-(tert-butyl)-11-(2-methoxyethoxy)-2-oxo-6,7,11,12-tetrahydro-2H,10H-[1,4]dioxepino[2,3-g]pyrido[2,1-a]isoquinoline-3-carboxylic acid